(S)-2-(5-(3-((2-chloro-5-(5-(difluoromethoxy)pyrazin-2-yl)pyridin-4-yl)amino)butoxy)-1-methyl-1H-pyrazol-4-yl)pyrimidin-4-amine ClC1=NC=C(C(=C1)N[C@H](CCOC1=C(C=NN1C)C1=NC=CC(=N1)N)C)C1=NC=C(N=C1)OC(F)F